C1(CC1)S(=O)(=O)NC1=C(C(=NC=C1)[C@H](COC)NC(=O)C=1SC(=CN1)C1=NC(=CN=C1)OCC)F N-[(1R)-1-(4-cyclopropanesulfonamido-3-fluoropyridin-2-yl)-2-methoxyethyl]-5-(6-ethoxypyrazin-2-yl)-1,3-thiazole-2-carboxamide